FC(C)(F)C=1C=C(C=CC1)NC(=O)C1C(=NN(C1=O)C1=CC(=CC=C1)C=1OC(=CN1)C)C N-(3-(1,1-difluoroethyl)phenyl)-3-methyl-1-(3-(5-methyloxazol-2-yl)phenyl)-5-oxo-4,5-dihydro-1H-pyrazole-4-carboxamide